C(=O)C1=C(OC[C@H]2N(CCCC2)C(=O)C=2C(=NC=CC2)CCC#N)C=CC=C1O (S)-3-(3-(2-((2-formyl-3-hydroxyphenoxy)methyl)-piperidine-1-carbonyl)-pyridin-2-yl)propanenitrile